ClC1=C(C=C2C(C(=CN(C2=C1)C1CC1)CN([C@@H]1CN(CCC1)C1=NC=CN=C1)CC1=CC(=NC=C1)C)=O)F 7-chloro-1-cyclopropyl-6-fluoro-3-({[(2-methylpyridin-4-yl)methyl][(3S)-1-(pyrazin-2-yl)piperidin-3-yl]amino}methyl)-1,4-dihydroquinolin-4-one